BrC=1C=2N(C=C(C1)[C@@H](C)OC)C=C(N2)C(=O)O (R)-8-bromo-6-(1-methoxyethyl)imidazo[1,2-a]pyridine-2-carboxylic acid